OC=1C=C(CN2CCCC23CCN(CC3)C(=O)OC(C)(C)C)C=C(C1)C(F)(F)F tert-butyl 1-(3-hydroxy-5-(trifluoromethyl)benzyl)-1,8-diazaspiro[4.5]decane-8-carboxylate